CC1=C(C(=O)P(C2=CC=CC=C2)(C(C2=C(C=C(C=C2C)C)C)=O)=O)C(=CC(=C1)C)C Bis-(2,4,6-trimethylbenzoyl)-phenylphosphin oxid